FC(C1=NN(C=C1NC(=O)C=1C=NN2C1N=C(C=C2)N2CCOCC2)C2CCN(CC2)CC2=C(C=NC=C2)N2C(NC(CC2)=O)=O)F N-(3-(difluoromethyl)-1-(1-((3-(2,4-dioxotetrahydropyrimidin-1(2H)-yl)pyridin-4-yl)methyl)piperidin-4-yl)-1H-pyrazol-4-yl)-5-morpholinopyrazolo[1,5-a]pyrimidine-3-carboxamide